8-[(1-{[(2R,4S)-4-fluoropyrrolidin-2-yl]acetyl}azetidin-3-yl)oxy]-4,4-dihydroxy-5-oxa-4-boranuidabicyclo[4.4.0]deca-1(6),7,9-triene-7-carboxylic acid disodium salt [Na+].[Na+].F[C@H]1C[C@H](NC1)CC(=O)N1CC(C1)OC1=C(C=2O[B-](CCC2C=C1)(O)O)C(=O)O.F[C@H]1C[C@H](NC1)CC(=O)N1CC(C1)OC1=C(C=2O[B-](CCC2C=C1)(O)O)C(=O)O